2-(4-Chloro-3-fluoro-phenoxy)-N-[1-(5-cyclobutyl-1,3,4-oxadiazol-2-yl)-3-bicyclo[1.1.1]pentanoyl]acetamide ClC1=C(C=C(OCC(=O)NC(=O)C23CC(C2)(C3)C=3OC(=NN3)C3CCC3)C=C1)F